CC12NC=3C=CC(=CC3C=C1CCC2)C2=CC=CC=C2 3a-Methyl-7-phenyl-2,3,3a,4-tetrahydro-1H-cyclopenta[b]quinoline